FC(S(=O)(=O)OC1=C(C(=C(C=C1)C=1C(=NN(C1)COCC[Si](C)(C)C)C1=CC=CC=C1)F)F)(F)F [2,3-difluoro-4-[3-phenyl-1-(2-trimethylsilylethoxymethyl)pyrazol-4-yl]phenyl] trifluoromethanesulfonate